(benzothiazoleamide) suberate C(CCCCCCC(=O)O)(=O)O.S1C(=NC2=C1C=CC=C2)C(=O)N